FC=1C=C(COC=2C=C3N(C(N2)=O)CC24N3CC(C2)C4)C=CC1OC=1C=NC=C(C1)C(F)(F)F 3-((3-fluoro-4-((5-(trifluoromethyl)pyridin-3-yl)oxy)benzyl)oxy)-7,8-dihydro-1H,6H,9H-7,8a-methanopyrrolo[1',2':3,4]imidazo[1,2-c]pyrimidin-1-one